CN1C(CC(C2=CC=CC=C12)CC=1C=NC=CC1)=O 1-methyl-4-(pyridin-3-ylmethyl)-3,4-dihydroquinolin-2(1H)-one